methyl (3R,5S)-5-(4-bromo-7-methoxynaphthalen-1-yl)-5-(((R)-tert-butylsulfinyl)amino)-3-hydroxypentanoate BrC1=CC=C(C2=CC(=CC=C12)OC)[C@H](C[C@H](CC(=O)OC)O)N[S@](=O)C(C)(C)C